N1-[4-(propan-2-yl)phenyl]pyrrolidine CC(C)C1=CC=C(C=C1)N1CCCC1